ClCC=1C(=C2C(=NC1)N(C=C2)COCC[Si](C)(C)C)C#C[Si](C(C)C)(C(C)C)C(C)C 5-(Chloromethyl)-4-((triisopropylsilyl)ethynyl)-1-((2-(trimethylsilyl)ethoxy)methyl)-1H-pyrrolo[2,3-b]pyridine